3-[1-methyl-6-[(2R)-2-methylpiperazin-1-yl]indazol-3-yl]piperidine-2,6-dione CN1N=C(C2=CC=C(C=C12)N1[C@@H](CNCC1)C)C1C(NC(CC1)=O)=O